(2S,7aS)-2-fluoro-6-methylenetetrahydro-1H-pyrrolizine F[C@H]1C[C@@H]2CC(CN2C1)=C